Cl(=O)(=O)O.CC(=CCN)C dimethylallylamine chloric acid salt